2-fluoro-3-pyridinecarboximidamide FC1=NC=CC=C1C(N)=N